C(C=C)(=O)N1CC2(C1)CN(CC2)C2=NC(=NC(=C2C#N)C2=C1C=NNC1=CC=C2C)OCCN2C(CCC2)=O 4-(2-acryloyl-2,6-diazaspiro[3.4]octan-6-yl)-6-(5-methyl-1H-indazol-4-yl)-2-(2-(2-oxopyrrolidin-1-yl)ethoxy)pyrimidine-5-carbonitrile